tert-Butyl N-[4-carbamoyl-5-[4-[2-[[3-(3,3-dimethylcyclobutyl)isoxazol-5-yl]amino]-2-oxo-ethyl]-2,3-difluoro-phenyl]-2-isopropyl-pyrazol-3-yl]carbamate C(N)(=O)C1=C(N(N=C1C1=C(C(=C(C=C1)CC(=O)NC1=CC(=NO1)C1CC(C1)(C)C)F)F)C(C)C)NC(OC(C)(C)C)=O